ClC=1C=C2C3=C(NC2=CC1)[C@@H](N(CC3)C3=NC(=NC(=N3)C(F)F)C(F)(F)F)CC(C)C (1S)-6-chloro-2-[4-(difluoromethyl)-6-(trifluoromethyl)-1,3,5-triazin-2-yl]-1-(2-methylpropyl)-2,3,4,9-tetrahydro-1H-pyrido[3,4-b]indole